cyclopentyl-N-(isoquinolin-6-yl)propanamide C1(CCCC1)C(C(=O)NC=1C=C2C=CN=CC2=CC1)C